stearate zirconium [Zr+4].C(CCCCCCCCCCCCCCCCC)(=O)[O-].C(CCCCCCCCCCCCCCCCC)(=O)[O-].C(CCCCCCCCCCCCCCCCC)(=O)[O-].C(CCCCCCCCCCCCCCCCC)(=O)[O-]